NC(C)(C)C=1C=C2C=C(N(C2=CC1)CCCS(=O)(=O)C)CN1C(N(C2=C1C=NC=C2)CC(F)(F)F)=O 3-((5-(2-aminopropan-2-yl)-1-(3-(methylsulfonyl)propyl)-1H-indol-2-yl)methyl)-1-(2,2,2-trifluoroethyl)-1,3-dihydro-2H-imidazo[4,5-c]pyridin-2-one